3-[4-(4-aminopiperidin-1-yl)-3-(3,5-difluorophenyl)quinolin-6-yl]-2-[(1E)-(methoxyimino)methyl]benzonitrile NC1CCN(CC1)C1=C(C=NC2=CC=C(C=C12)C=1C(=C(C#N)C=CC1)/C=N/OC)C1=CC(=CC(=C1)F)F